ClC=1C=C(CN[C@@H]2CCO[C@]23O[C@@H]([C@@H]([C@@H]([C@H]3O)N3N=NC(=C3)C3=CC(=C(C(=C3)F)F)F)O)CO)C=CC1 (4R,5S,7R,8R,9S,10R)-4-((3-chlorobenzyl)amino)-7-(hydroxymethyl)-9-(4-(3,4,5-trifluorophenyl)-1H-1,2,3-triazol-1-yl)-1,6-dioxaspiro[4.5]decane-8,10-diol